2-(3,6-dihydro-2H-pyran-4-yl)oxazole-5-carboxylic acid ethyl ester C(C)OC(=O)C1=CN=C(O1)C=1CCOCC1